Ethyl 3-(6-chloro-5-(2'-hydroxy-[1,1'-biphenyl]-4-yl)-1H-indazol-3-yl)propanoate ClC1=C(C=C2C(=NNC2=C1)CCC(=O)OCC)C1=CC=C(C=C1)C1=C(C=CC=C1)O